6-(4-((2R,5S)-4-acryloyl-5-(methoxymethyl)morpholin-2-yl)-6-chloropyridin-2-yl)-N-methylpyrimidine-4-carboxamide C(C=C)(=O)N1C[C@H](OC[C@@H]1COC)C1=CC(=NC(=C1)Cl)C1=CC(=NC=N1)C(=O)NC